N-(6-((5-bromo-2-((5-ethyl-2-methoxy-4-(4-(4-methylpiperazin-1-yl)piperidin-1-yl)phenyl)amino)pyrimidin-4-yl)amino)quinoxalin-5-yl)sulfamide BrC=1C(=NC(=NC1)NC1=C(C=C(C(=C1)CC)N1CCC(CC1)N1CCN(CC1)C)OC)NC=1C(=C2N=CC=NC2=CC1)NS(=O)(=O)N